COC(=O)[C@@H](NC([C@H](CO[Si](C(C)(C)C)(C)C)NC(=O)C=1N=NN(C1)C1CCN(CC1)C(=O)OC(C)(C)C)=O)COC(C)=O tert-butyl 4-(4-(((6s,9s)-9-(methoxycarbonyl)-2,2,3,3-tetramethyl-7,12-dioxo-4,11-dioxa-8-aza-3-silatridecan-6-yl)carbamoyl)-1H-1,2,3-triazol-1-yl)piperidine-1-carboxylate